(1R,3S)-3-(3-(3-(3-(1,3-dioxolan-2-yl)-4-((4-methoxybenzyl)oxy)phenyl)propanamido)-1H-pyrazol-5-yl)cyclopentyl iso-propylcarbamate C(C)(C)NC(O[C@H]1C[C@H](CC1)C1=CC(=NN1)NC(CCC1=CC(=C(C=C1)OCC1=CC=C(C=C1)OC)C1OCCO1)=O)=O